(1S,2R,4S,5R)-1-{[3,5-bis(trifluoromethyl)phenyl]methyl}-5-ethenyl-2-[(S)-hydroxy(quinolin-4-yl)methyl]-1-azabicyclo[2.2.2]octan-1-ium bromide [Br-].FC(C=1C=C(C=C(C1)C(F)(F)F)C[N@@+]12[C@H](C[C@@H]([C@H](C1)C=C)CC2)[C@H](C2=CC=NC1=CC=CC=C21)O)(F)F